ClC1=C(C=C(C(=C1)F)N)C1=NOC(C1)(C(=O)OCC)C ethyl 3-(2-chloro-4-fluoro-5-aminophenyl)-5-methyl-4,5-dihydroisoxazole-5-carboxylate